1-[1,5-bis(4-methylphenyl)pentan-3-yl] 9-pentadecan-8-yl 5-[3-(dimethylamino)propyl]nonanedioate CN(CCCC(CCCC(=O)OC(CCC1=CC=C(C=C1)C)CCC1=CC=C(C=C1)C)CCCC(=O)OC(CCCCCCC)CCCCCCC)C